NC=1N=CC(=NC1OC=1C=NN(C1)C1CCN(CC1)C)C=1C=C(C=C(C1)N1[C@@H](COCC1)C)C1(COC1)O (R)-3-(3-(5-amino-6-((1-(1-methylpiperidin-4-yl)-1H-pyrazol-4-yl)oxy)pyrazin-2-yl)-5-(3-methylmorpholino)phenyl)oxetan-3-ol